2-(Difluoromethoxy)-6-methoxybenzenesulfonyl chloride FC(OC1=C(C(=CC=C1)OC)S(=O)(=O)Cl)F